trans-butyl-4-((5-fluoro-4-(6-(2-oxo-1,3-oxazinan-3-yl)pyridin-2-yl)pyrimidin-2-yl)amino)cyclohexane-1-carboxylate C(CCC)OC(=O)[C@@H]1CC[C@H](CC1)NC1=NC=C(C(=N1)C1=NC(=CC=C1)N1C(OCCC1)=O)F